BrC=1C=CC(=C(OC(CC2(CNCCO2)C(=O)O)OCC)C1)C=1OC2=C(C=CC=C2C(C1)=O)Cl 2-[5-bromo-2-(8-chloro-4-oxo-chromen-2-yl)phenoxyl-ethoxyl-ethyl]morpholine-2-carboxylic acid